FC1=C2[C@H](CCOC2=CC(=C1)F)OC1=CC(=CC=2NC(=NC21)C)C(=O)N(C)C 4-[((4S)-5,7-difluoro-3,4-dihydro-2H-chromen-4-yl)oxy]-N,N,2-trimethyl-1H-benzo[d]imidazole-6-carboxamide